(S)-3-(2-chloro-3-(9-(3-chlorobenzyl)-6-(1-methylcyclopropoxy)-9H-purin-8-yl)phenoxy)-2-methylpropanoic acid ClC1=C(OC[C@@H](C(=O)O)C)C=CC=C1C=1N(C2=NC=NC(=C2N1)OC1(CC1)C)CC1=CC(=CC=C1)Cl